N-[9-[(4R,6R)-4-[[bis(4-methoxyphenyl)-phenyl-methoxy]methyl]-7-hydroxy-2,5-dioxabicyclo[2.2.1]heptan-6-yl]purin-6-yl]-N-methyl-benzamide COC1=CC=C(C=C1)C(OC[C@@]12COC([C@@H](O1)N1C3=NC=NC(=C3N=C1)N(C(C1=CC=CC=C1)=O)C)C2O)(C2=CC=CC=C2)C2=CC=C(C=C2)OC